ClC1=C(C=C2C(=NC(=NC2=C1)NN)N(C(F)(F)F)C1=CC(=CC=C1)I)F 7-chloro-6-fluoro-2-hydrazinyl-N-(3-iodophenyl)-N-(trifluoromethyl)quinazolin-4-amine